C(=O)O.C[C@H]1CN(C[C@H](N1)C)C1=C(C=C(NC=2C(=NC(=C(N2)NC)C=2C3=C(C=NC2)N(C=N3)C)C(=O)N)C=C1C)C 3-[4-[(3S,5R)-3,5-dimethylpiperazin-1-yl]-3,5-dimethyl-anilino]-5-(methylamino)-6-(3-methylimidazo[4,5-c]pyridin-7-yl)pyrazine-2-carboxamide formate salt